C(CCCCC=C)(=O)N/C(/SC)=N/C(OC(C)(C)C)=O (Z)-tert-Butyl hept-6-enamido(methylthio)methylenecarbamate